C1(=CC=CC2=CC=CC=C12)CC(=O)OCC Ethyl 1-naphthaleneacetate